methyl 5-(2-cyano-5-(((5-fluoro-2,3-dihydrobenzofuran-4-yl)methyl)amino)imidazo[1,2-c]pyrimidin-8-yl)-1-methyl-1H-pyrazole-3-carboxylate C(#N)C=1N=C2N(C(=NC=C2C2=CC(=NN2C)C(=O)OC)NCC2=C(C=CC3=C2CCO3)F)C1